C(C)C1=C(NC(C)C2=NC=CC=C2)C(=CC(=C1)C)CC 1-(2,6-diethyl-4-methyl-anilino)ethylpyridine